(2S,4S)-N-(2-(3-(but-3-yn-1-yl)-3H-diazirin-3-yl)ethyl)-2-((S)-2-(2-hydroxyphenyl)-4,5-dihydrothiazol-4-yl)-3-methylthiazolidine-4-carboxamide C(CC#C)C1(N=N1)CCNC(=O)[C@@H]1N([C@@H](SC1)[C@H]1N=C(SC1)C1=C(C=CC=C1)O)C